3-ethyl-6-fluoro-2-((s)-1-((R)-3-methyl-1,4-diazepan-1-yl)butyl)quinazolin-4(3H)-one C(C)N1C(=NC2=CC=C(C=C2C1=O)F)[C@H](CCC)N1C[C@H](NCCC1)C